BrC1=CC=C(C=C1)SC1=C(N=NN1)C(=O)O 5-((4-bromophenyl)thio)-1H-1,2,3-triazole-4-carboxylic acid